OC1(CCC1)CN1C(N(CC12CCC(CC2)(C2=CC=CC=C2)NC)C2=C(C=C(C#N)C=C2)OC)=O 4-[1-[(1-hydroxy-cyclobutyl)-methyl]-8-methylamino-2-oxo-8-phenyl-1,3-diazaspiro[4.5]decan-3-yl]-3-methoxy-benzonitrile